OC[C@H](C1=CC=CC=C1)NC1=CC(=NC=C1C=1OC=NN1)NC=1C=C2C(N(C(C2=CC1)=O)C)(C)C (S)-5-((4-((2-hydroxy-1-phenylethyl)amino)-5-(1,3,4-oxadiazol-2-yl)pyridin-2-yl)amino)-2,3,3-trimethylisoindolin-1-one